5-(1,3-benzodioxol-5-ylmethyl)-2-[2-[(5-methyl-1H-imidazol-4-yl)methylsulfanyl]ethylamino]-1H-pyrimidin-6-one O1COC2=C1C=CC(=C2)CC2=CN=C(NC2=O)NCCSCC=2N=CNC2C